5-(6-((difluoromethoxy)methyl)piperidin-3-yl)-2-(trifluoromethyl)pyridine FC(OCC1CCC(CN1)C=1C=CC(=NC1)C(F)(F)F)F